BrC1=C(C(=NN1CC=1C(=NN(C1)C)I)C(=O)O)CC 5-bromo-4-ethyl-1-((3-iodo-1-methyl-1H-pyrazol-4-yl)methyl)-1H-pyrazole-3-carboxylic acid